(2S)-1-[1-[4-(2-Pyridylmethoxy)phenyl]cyclopropanecarbonyl]-N-[(1S)-1-(2-amino-2-oxo-ethyl)prop-2-ynyl]pyrrolidine-2-carboxamide N1=C(C=CC=C1)COC1=CC=C(C=C1)C1(CC1)C(=O)N1[C@@H](CCC1)C(=O)N[C@H](C#C)CC(=O)N